tert-butyl 4-(6-fluoro-4-oxo-3,4-dihydro-quinazolin-2-yl)-2-azabicyclo[2.1.1]hexane-2-carboxylate FC=1C=C2C(NC(=NC2=CC1)C12CN(C(C1)C2)C(=O)OC(C)(C)C)=O